3-cyclopropyl-5-fluoro-N-[(2Z)-imidazolidin-2-ylidene]-4-({3-[(oxetan-3-yl)carbamoyl]phenyl}amino)benzamide tungsten-iron-boron [B].[Fe].[W].C1(CC1)C=1C=C(C(=O)N=C2NCCN2)C=C(C1NC1=CC(=CC=C1)C(NC1COC1)=O)F